6-chloro-3-(((R)-1-(2-((RS)-3-methoxy-1-oxa-9-azaspiro[5.5]undecan-9-yl)-3,6-dimethyl-4-oxo-3,4-dihydroquinazolin-8-yl)ethyl)amino)-N-(methylsulfonyl)picolinamide ClC1=CC=C(C(=N1)C(=O)NS(=O)(=O)C)N[C@H](C)C=1C=C(C=C2C(N(C(=NC12)N1CCC2(CC[C@H](CO2)OC)CC1)C)=O)C |&1:33|